tert-butyl 2-((6-chloropyridin-3-yl) methyl)-3-oxopiperidine-1-carboxylate ClC1=CC=C(C=N1)CC1N(CCCC1=O)C(=O)OC(C)(C)C